N1,N4-Bis(2-(1H-tetrazol-5-yl)phenyl)-2,5-dihydroxyterephthalamid N1N=NN=C1C1=C(C=CC=C1)NC(C1=C(C=C(C(=O)NC2=C(C=CC=C2)C2=NN=NN2)C(=C1)O)O)=O